NC1(CCC2([C@H](CC3=CC=CC=C23)C[C@H](COC2=CC=NC=3CCC[C@H](C23)C)C)CC1)C(=O)O (1r,2'S,4S)-4-amino-2'-[(2R)-2-methyl-3-{[(5R)-5-methyl-5,6,7,8-tetrahydroquinolin-4-yl]oxy}propyl]-2',3'-dihydrospiro[cyclohexane-1,1'-indene]-4-carboxylic acid